NC=1C=2C3=C(C(NC3=CC1)=O)C=CC2 6-amino-2-oxobenzo[cd]indol